3,4-dichloro-6-[4-(dimethylphosphoryl)phenyl]-7-fluoro-2-methyl-1,5-naphthyridine ClC=1C(=NC2=CC(=C(N=C2C1Cl)C1=CC=C(C=C1)P(=O)(C)C)F)C